4-(5-(2-amino-2-oxoethoxy)-2,4-difluorophenyl)piperazine-1-carboxylic acid tert-butyl ester C(C)(C)(C)OC(=O)N1CCN(CC1)C1=C(C=C(C(=C1)OCC(=O)N)F)F